CC(C(CC)NC1=NC(=NC(=N1)C1=CC=CC=C1)NC1=CC=NC=C1)O methyl-2-(4-phenyl-6-(pyridin-4-ylamino)-1,3,5-triazin-2-ylamino)butan-1-ol